tetrahydro-1,5-(epoxymethano)cyclopenta[c]pyran-8-one C12OCCC3C1=CC=C3C(O2)=O